4-(pyridazine-3-yl)-1-(2-sulfoethyl)pyridazin-1-ium N1=NC(=CC=C1)C1=CN=[N+](C=C1)CCS(=O)(=O)O